NC=1C(=NC(=NC1N)N1C[C@H](O[C@H](C1)C1=CN(C(C=C1)=O)C)C)C12CC(C1)(C2)C(=O)N 3-[5,6-diamino-2-[(2R,6S)-2-methyl-6-(1-methyl-6-oxo-3-pyridyl)morpholin-4-yl]pyrimidin-4-yl]bicyclo[1.1.1]pentane-1-carboxamide